5-[bis(thenyl)aminocarbonyloxyethoxyethoxy]dimethylaminobenzylamine C1(=CC=CS1)CN(C(=O)OCCOCCOC=1C=CC=C(CNN(C)C)C1)CC1=CC=CS1